6-nitro-3,4-dihydro-1H-quinolin-2-one [N+](=O)([O-])C=1C=C2CCC(NC2=CC1)=O